FC=1C(=NC=C(C=O)C1I)OC 5-Fluoro-4-iodo-6-methoxynicotinaldehyde